2-{6-amino-4-[(1r,3s)-3-methyl-1-(4-methyl-1,2,4-triazol-3-yl)cyclobutyl]pyridin-2-yl}-6-{[(3S)-3-methylpiperidin-1-yl]methyl}-4-(methylsulfanyl)-3H-isoindol-1-one NC1=CC(=CC(=N1)N1C(C2=CC(=CC(=C2C1)SC)CN1C[C@H](CCC1)C)=O)C1(CC(C1)C)C1=NN=CN1C